magnesium hydrogen fumarate salt C(\C=C\C(=O)[O-])(=O)O.[Mg+2].C(\C=C\C(=O)[O-])(=O)O